BrC1=C(C=C2C(=NC(=NC2=C1)C)N[C@H](C)C1=CC(=CC(=C1)C(F)(F)F)[N+](=O)[O-])OC (R)-7-bromo-6-methoxy-2-methyl-N-(1-(3-nitro-5-(trifluoromethyl)phenyl)ethyl)quinazolin-4-amine